2-(4-bromophenyl)-5-chlorovaleronitrile BrC1=CC=C(C=C1)C(C#N)CCCCl